C(C)(C)(C)C=1C=C(C=C(C1O)C)CCCOP1OC2=C(C3=C(O1)C(=CC(=C3)C(C)(C)C)C(C)(C)C)C=C(C=C2C(C)(C)C)C(C)(C)C 6-[3-(3-tert-butyl-4-hydroxy-5-methylphenyl)propoxy]-2,4,8,10-tetra-tert-butyldibenzo[d,f][1,3,2]-dioxaphosphepine